methyl 3-amino-2,6-difluorobenzoate NC=1C(=C(C(=O)OC)C(=CC1)F)F